6-Bromo-N-[(1R)-1-(3-{2-cyclopropyl-1,1-difluoro-2-[(triethylsilyl)oxy]propyl}-2-fluorophenyl)ethyl]-2-methylpyrido[3,4-d]pyrimidin-4-amine BrC1=CC2=C(N=C(N=C2N[C@H](C)C2=C(C(=CC=C2)C(C(C)(O[Si](CC)(CC)CC)C2CC2)(F)F)F)C)C=N1